F[C@@H]1[C@H]2CC[C@@H](C[C@@H]1N(C)C1=CN=C(N=N1)C=1C=C3C=NN(C(C3=CC1OC)=O)C)N2C(=O)OC(C)(C)C tert-butyl (1R,2S,3S,5S)-2-fluoro-3-((3-(7-methoxy-2-methyl-1-oxo-1,2-dihydrophthalazin-6-yl)-1,2,4-triazin-6-yl)(methyl)amino)-8-azabicyclo[3.2.1]octane-8-carboxylate